trans-4-(5-(methoxymethyl)-1,3,4-oxadiazol-2-yl)cyclohexan-1-amine COCC1=NN=C(O1)[C@@H]1CC[C@H](CC1)N